OC1=C2C([C@@H](COC2=C(C(=C1C)O)C)CC1=CC=C(C=C1)O)=O (3R)-5,7-dihydroxy-6,8-dimethyl-3-(4'-hydroxybenzyl)-chroman-4-one